(1-(3-(3-(hydroxymethyl)oxetan-3-yl)phenyl)-1H-pyrazolo[4,3-c]pyridin-6-yl)acetamide tert-butyl-((3R,4R)-1-(4-cyano-6-fluoro-1H-benzimidazol-2-yl)-4-fluoropiperidin-3-yl)carbamate C(C)(C)(C)N(C(O)=O)[C@@H]1CN(CC[C@H]1F)C1=NC2=C(N1)C=C(C=C2C#N)F.OCC2(COC2)C=2C=C(C=CC2)N2N=CC=1C=NC(=CC12)CC(=O)N